tert-butyl (1S,4S)-5-[4-[(5-chloro-3-fluoro-4-methyl-2-pyridyl)amino]pyrido[3,2-d]pyrimidin-6-yl]-2,5-diazabicyclo[2.2.1]heptane-2-carboxylate ClC=1C(=C(C(=NC1)NC=1C2=C(N=CN1)C=CC(=N2)N2[C@@H]1CN([C@H](C2)C1)C(=O)OC(C)(C)C)F)C